[NH2]([C@@H](C(C)(C)S)C(=O)O)=O penicillamine oxide